COC1=CC=C(C=C1)C=CC1=NC(=NC(=N1)C(Cl)(Cl)Cl)C(Cl)(Cl)Cl 2-[2-(4-methoxy-phenyl)-vinyl]-4,6-bistrichloromethyl-[1,3,5]triazine